C(C)OC1=CC=CC=2C=C(OC21)C(C)NCC2OCCC(C2)O (((1-(7-ethoxybenzofuran-2-yl)ethyl)amino)methyl)tetrahydropyran-4-ol